ClC1=C(C=C(C=C1)N1C(N(C2(C1=O)CCN(CC2)CC2CCOCC2)CC)=O)OC (4-chloro-3-methoxyphenyl)-1-ethyl-8-((tetrahydro-2H-pyran-4-yl)methyl)-1,3,8-triazaspiro[4.5]decane-2,4-dione